3-(2-amino-6-(butylamino)-5-(2-methoxybenzyl)pyrimidin-4-yl)propanenitrile NC1=NC(=C(C(=N1)CCC#N)CC1=C(C=CC=C1)OC)NCCCC